BrC=1C=C(C=C2C=NNC12)NC1=NC(=CC=C1N)C(F)(F)F N2-(7-Bromo-1H-indazol-5-yl)-6-(trifluoromethyl)pyridine-2,3-diamine